C(C)(C)(C)OC(=O)NC1C2CN(CC1CC2)CCCC(=O)O 4-(8-((tert-butoxycarbonyl)amino)-3-azabicyclo[3.2.1]octan-3-yl)butanoic acid